(7R,14R)-1-(difluoromethoxy)-11-((4-hydroxytetrahydro-2H-pyran-4-yl)ethynyl)-6-(methyl-d3)-6,7-dihydro-7,14-methanobenzo[f]benzo[4,5]imidazo[1,2-a][1,4]diazocin-5(14H)-one FC(OC1=CC=CC=2C(N([C@H]3C=4N([C@@H](C21)C3)C3=C(N4)C=CC(=C3)C#CC3(CCOCC3)O)C([2H])([2H])[2H])=O)F